BrC1=NN(C(=C1)C(C)O)C 1-(3-bromo-1-methyl-1H-pyrazol-5-yl)ethan-1-ol